1-((1S,4S)-5-(3-((3R,5R)-3-Fluoro-5-((5-(trifluoromethyl)pyrimidin-2-yl)amino)piperidin-1-yl)imidazo[1,5-a]pyrazin-8-yl)-2,5-diazabicyclo[2.2.1]heptan-2-yl)prop-2-en-1-one F[C@H]1CN(C[C@@H](C1)NC1=NC=C(C=N1)C(F)(F)F)C1=NC=C2N1C=CN=C2N2[C@@H]1CN([C@H](C2)C1)C(C=C)=O